ethyl-3-ethylpentane C(C)CCC(CC)CC